ONC(C1=CC=C(C=C1)CN1CC(CCC1)C1=CC=CC=C1)=O N-hydroxy-4-((3-phenylpiperidin-1-yl)methyl)benzamide